N-((R)-1-(2,4-dichlorophenyl)ethyl)-5-((R)-1-(3-(methylsulfonyl)cyclobutyl)-[3,4'-bipiperidin]-1'-yl)-[1,2,4]triazolo[1,5-a]pyrimidin-7-amine ClC1=C(C=CC(=C1)Cl)[C@@H](C)NC1=CC(=NC=2N1N=CN2)N2CCC(CC2)[C@@H]2CN(CCC2)C2CC(C2)S(=O)(=O)C